(2R,4R)-4-((1-Acetylpyrrolidin-3-yl)(methyl)amino)-1-(3-cyano-4,6-dimethylpyridin-2-yl)-N-ethyl-N-(m-tolyl)pyrrolidine-2-carboxamide C(C)(=O)N1CC(CC1)N([C@@H]1C[C@@H](N(C1)C1=NC(=CC(=C1C#N)C)C)C(=O)N(C=1C=C(C=CC1)C)CC)C